NC1=CC=C(CS(=O)(=O)O)C=C1 p-aminotoluenesulfonic acid